[Si](C)(C)(C(C)(C)C)O[C@@H]1C[C@H]([C@@H](CC1)OC1=C2C=CN(C2=C(C=C1C1CC1)C)C(=O)OC(C)(C)C)C1=CC=C(C=C1)C(=O)OC |r| racemic-tert-butyl 4-(((1R*,2S*,4S*)-4-((tert-butyldimethylsilyl)oxy)-2-(4-(methoxycarbonyl)phenyl)cyclohexyl)oxy)-5-cyclopropyl-7-methyl-1H-indole-1-carboxylate